tert-butyl (5-(difluoromethyl)-6-(1H-1,2,3-triazol-1-yl)pyridine-3-yl)carbamate FC(C=1C=C(C=NC1N1N=NC=C1)NC(OC(C)(C)C)=O)F